C1(CCC1)NC[C@H]1CN(C(O1)=O)C1=CC(=C(C(=C1)F)N1CCSCCC1)F (S)-5-((cyclobutylamino)methyl)-3-(3,5-difluoro-4-(1,4-thiazepan-4-yl)phenyl)oxazolidin-2-one